N-((S)-1-(4,4-difluorocyclohexyl)-2-oxo-2-((4-(((3S,5S)-2-oxo-5-(trifluoromethyl)pyrrolidin-3-yl)methyl)pyridin-2-yl)amino)ethyl)-5-ethylisoxazole-4-carboxamide FC1(CCC(CC1)[C@@H](C(NC1=NC=CC(=C1)C[C@@H]1C(N[C@@H](C1)C(F)(F)F)=O)=O)NC(=O)C=1C=NOC1CC)F